FC=1C(=NC(=NC1)NC1CCN(CC1)S(=O)(=O)C1COC1)C=1C=C2C=CC=NC2=C(C1)F 5-fluoro-4-(8-fluoroquinolin-6-yl)-N-(1-(oxetan-3-ylsulfonyl)piperidin-4-yl)pyrimidin-2-amine